FC1=C(C(=O)NC2=NN(C=C2)CC2=C(C=CC(=C2)I)C(F)(F)F)C(=CC=C1)F 2,6-Difluoro-N-(1-{[5-iodo-2-(trifluoromethyl)phenyl]methyl}-1H-pyrazol-3-yl)benzamide